ClC1=NC=C(C(=N1)OC)C=1C(=NN(C1)C)C 2-chloro-5-(1,3-dimethyl-1H-pyrazol-4-yl)-4-methoxypyrimidine